C(C1=CN=CC=C1)(=O)OC1=C(C(=CC(=C1)Cl)C=NCCC1=CC=CC=C1)O 5-chloro-2-hydroxy-3-((phenethylimino)meth-yl)phenyl nicotinate